FC=1C(=C(C(=NC1)C(C)C)NC(=O)N=S(=O)(C1=CN=C(S1)C(C)(C)O)NC(OC(C)(C)C)=O)C(C)C Tert-butyl (N-((5-fluoro-2,4-diisopropylpyridin-3-yl) carbamoyl)-2-(2-hydroxypropan-2-yl) thiazole-5-sulfonimidoyl)carbamate